methyl 3-[(3R)-3-[6-(2-hydroxy-4,6-dimethyl-phenyl)pyrido[2,3-b]pyrazin-3-yl]-1-piperidyl]-2,2-dimethyl-propanoate OC1=C(C(=CC(=C1)C)C)C=1C=CC=2C(=NC(=CN2)[C@H]2CN(CCC2)CC(C(=O)OC)(C)C)N1